tert-butyl (1R,5S)-3-(7-chloro-8-fluoro-2-(((S)-2-methylenetetrahydro-1H-pyrrolizin-7a(5H)-yl)methoxy)pyrido[4,3-d]pyrimidin-4-yl)-3,8-diazabicyclo[3.2.1]octane-8-carboxylate ClC1=C(C=2N=C(N=C(C2C=N1)N1C[C@H]2CC[C@@H](C1)N2C(=O)OC(C)(C)C)OC[C@]21CCCN1CC(C2)=C)F